ClCCC(=C(C1=CC=C(C=C1)O)C1=CC=C(OCCNCC=2C(=C3C(N(C(C3=CC2)=O)C2C(NC(CC2)=O)=O)=O)F)C=C1)C1=CC=C(C=C1)O 5-(((2-(4-(4-chloro-1,2-bis(4-hydroxyphenyl)but-1-en-1-yl)phenoxy)ethyl)amino)methyl)-2-(2,6-dioxopiperidin-3-yl)-4-fluoroisoindoline-1,3-dione